6-{3-Azabicyclo[3.1.0]hex-3-yl}pyridazine-3-carboxylic acid methyl ester COC(=O)C=1N=NC(=CC1)N1CC2CC2C1